C(#N)C(CNC=1C(=CC=C2C=CC(=CC12)C1=CC=CC(=N1)C(=O)NC1CCC(CC1)N1CC2(COC2)C1)OC)=C 6-{8-[(2-cyano-2-methylideneethyl)amino]-7-methoxynaphthalen-2-yl}-N-[(1s,4s)-4-{2-oxa-6-azaspiro[3.3]heptan-6-yl}cyclohexyl]pyridine-2-carboxamide